6-(methanesulfonylmethyl)pyrimidin-4-yl-morpholin-3-one CS(=O)(=O)CC1=CC(=NC=N1)N1C(COCC1)=O